C1O[C@H]2[C@@H](O[C@@]1([C@H]2O)CO)N2C=NC=1C(N)=NC=NC21 (2'-O,4'-C-methylene)-adenosine